CC(C)C1=CC(=CC(=C1NC(=S=O)NC(C)(C)C)C(C)C)OC2=CC=CC=C2 The molecule is a sulfoxide resulting from the oxidation of the thiourea sulfur group of diafenthiuron. It has a role as a proacaricide, a proinsecticide and an oxidative phosphorylation inhibitor. It is a thiourea acaricide, a thiourea insecticide, an aromatic ether and a sulfoxide. It derives from a diafenthiuron.